(R)-4-(3H-[1,2,3]triazolo[4,5-b]pyridin-3-yl)-2-chloro-N-(8-methylisoquinolin-1-yl)-N-(piperidin-3-yl)benzamide N1=NN(C2=NC=CC=C21)C2=CC(=C(C(=O)N([C@H]1CNCCC1)C1=NC=CC3=CC=CC(=C13)C)C=C2)Cl